C(C)C1=C(N=C2C(=CC=NC2=C1)OC1=C(C=C(N)C=C1)F)OC 4-((7-ethyl-6-methoxy-1,5-naphthyridin-4-yl)oxy)-3-fluoroaniline